5-((1R,3R)-3-(3,5-bis(trifluoromethyl)phenyl)-2,2-dichlorocyclopropane-1-carboxamido)-2-chloro-N-(3-(2,2-difluoroacetamido)-2,4-difluorophenyl)benzamide FC(C=1C=C(C=C(C1)C(F)(F)F)[C@@H]1C([C@H]1C(=O)NC=1C=CC(=C(C(=O)NC2=C(C(=C(C=C2)F)NC(C(F)F)=O)F)C1)Cl)(Cl)Cl)(F)F